FC1C(C(C1F)(F)F)(F)F 1,2,2,3,3,4-hexafluorocyclobutane